FC=1C(=NC(=CC1)C(=O)OC)CC[C@@H]1CN(CCN1)C(=O)OCC1=CC=CC=C1 (R)-benzyl 3-(2-(3-fluoro-6-(methoxycarbonyl)pyridin-2-yl)ethyl)piperazine-1-carboxylate